(E)-6-amino-4-(4-(difluoromethoxy)phenyl)-5-(2-ethoxyvinyl)-2-(2-methyl-2H-indazol-5-yl)pyridazin-3(2H)-one NC=1C(=C(C(N(N1)C1=CC2=CN(N=C2C=C1)C)=O)C1=CC=C(C=C1)OC(F)F)\C=C\OCC